(4-hydroxy-5-((2-hydroxy-3,5-bis(hydroxymethyl)cyclohexa-2,4-dien-1-yl)methyl)-1,3-phenylene)dimethanol OC1=C(C=C(C=C1CC1C(=C(C=C(C1)CO)CO)O)CO)CO